C1(CCCC1)NC1=NC(=NC=2SCC(NC21)=O)\C=C\CCC 4-(cyclopentylamino)-2-[(1E)-pent-1-en-1-yl]-5H,6H,7H-pyrimido[4,5-b][1,4]thiazin-6-one